(S)-4-(3-(5-(difluoromethyl)-1,3,4-thiadiazol-2-yl)-6-(N-(1-methylcyclopropyl)sulfamoyl)imidazo[1,2-a]pyridin-8-yl)-N-methylmorpholine-2-carboxamide FC(C1=NN=C(S1)C1=CN=C2N1C=C(C=C2N2C[C@H](OCC2)C(=O)NC)S(NC2(CC2)C)(=O)=O)F